OC1=C(C(=CC(=C1C(=O)N[C@@H](CC1=CNC=N1)C(=O)OC)CCCCC)O)C1=C(C=CC(=C1)C)C(=C)C methyl (2,6-dihydroxy-5'-methyl-4-pentyl-2'-(prop-1-en-2-yl)-[1,1'-biphenyl]-3-carbonyl)-L-histidinate